(2-(3,8-diazabicyclo[3.2.1]octan-8-yl)-6,7-dihydrothiazolo[5,4-c]pyridin-5(4H)-yl)(4-(difluoromethoxy)phenyl)methanone C12CNCC(CC1)N2C=2SC=1CN(CCC1N2)C(=O)C2=CC=C(C=C2)OC(F)F